trans-N-(4-(2-aminocyclopropyl)phenyl)-2-(3-benzylureido)-3-phenylpropanamide N[C@H]1[C@@H](C1)C1=CC=C(C=C1)NC(C(CC1=CC=CC=C1)NC(=O)NCC1=CC=CC=C1)=O